C12CC=CCC2C=CC1 bicyclo[4.3.0]nonane-3,7-diene